C(#N)C=1C(=NC(=NC1)NC1=C(C=C(C(=C1)F)N1CCC(CC1)N1CCOCC1)NC(C=C)=O)NC1=C(C=CC=C1)OC(C)C N-(2-((5-cyano-4-((2-isopropoxyphenyl)amino)pyrimidin-2-yl)amino)-4-fluoro-5-(4-morpholinopiperidin-1-yl)phenyl)acrylamide